Cl.N1=C(C=CC=C1)NC([C@H](N)C)=O N-pyridin-2-yl-D-alaninamide hydrochloride